ClC=1C(=CC(=C(C(=O)N2CCN(CC2)C(=O)OC(C)(C)C)C1)OC)I tert-Butyl 4-(5-chloro-4-iodo-2-methoxybenzoyl)piperazine-1-carboxylate